(2,2-bipyridine) palladium (II) dichloride [Pd](Cl)Cl.N1=C(C=CC=C1)C1=NC=CC=C1